tert-butyl ((S)-2-((4-(benzyloxy)pyridin-2-yl)amino)-1-((1r,4S)-4-methylcyclohexyl)-2-oxoethyl)carbamate C(C1=CC=CC=C1)OC1=CC(=NC=C1)NC([C@H](C1CCC(CC1)C)NC(OC(C)(C)C)=O)=O